C(C)(=O)N1CC2=C(CC1)SC(=C2)C=2C=C(C(=C(C=O)C2)O)F 5-(5-acetyl-4,5,6,7-tetrahydrothieno[3,2-c]pyridin-2-yl)-3-fluoro-2-hydroxybenzaldehyde